4-Ethyl-2-phenylphenol C(C)C1=CC(=C(C=C1)O)C1=CC=CC=C1